1-(7-chloro-8-fluoro-2-((tetrahydro-1H-pyrrolizin-7a(5H)-yl)methoxy)pyrido[4,3-d]pyrimidin-4-yl)piperidin-4-ol ClC1=C(C=2N=C(N=C(C2C=N1)N1CCC(CC1)O)OCC12CCCN2CCC1)F